2-((3-fluorophenyl)sulfinyl)-1-(5-(5-(trifluoromethyl)-1,2,4-oxadiazol-3-yl)pyridin-2-yl)ethan-1-one Rac-5-((1r,2r)-2-(ethoxycarbonyl)cyclopropyl)-4,4-difluoropentyl-benzoate C(C)OC(=O)[C@H]1[C@H](C1)CC(CCCOC(C1=CC=CC=C1)=O)(F)F.FC=1C=C(C=CC1)S(=O)CC(=O)C1=NC=C(C=C1)C1=NOC(=N1)C(F)(F)F |r|